CN(CCN1N=CC2=CC(=C(C=C12)C1=CSC=C1)NC(=O)C=1N=C(SC1)C=1C=NC=CC1)C N-(1-(2-(dimethylamino)ethyl)-6-(thiophene-3-yl)-1H-indazol-5-yl)-2-(pyridin-3-yl)thiazole-4-carboxamide